N[C@H]1CN(C[C@@H]1OCC1=CC=C(C=C1)C)C(=O)OC(C)(C)C tert-butyl (3S,4S)-3-amino-4-((4-methylbenzyl)oxy)pyrrolidine-1-carboxylate